CC1C2=N[C@@](CC3=C([C@](C(=N3)/C=C\\4/[C@H]([C@]([C@@]([N-]4)([C@H]5[C@@H]([C@@](C1=N5)(C)CCC(=O)[O-])CC(=O)[O-])C)(C)CC(=O)[O-])CCC(=O)[O-])(C)CC(=O)[O-])CCC(=O)[O-])(C(=C2CCC(=O)[O-])C)C.[Co] The molecule is a precorrin carboxylic acid anion obtained by global deprotonation of the carboxy groups of cobalt-precorrin-7. It is a conjugate base of a cobalt-precorrin-7.